The molecule is an acyl-CoA(4-) oxoanion arising from deprotonation of the phosphate and diphosphate OH groups of 2-(1,2-epoxy-1,2-dihydrophenyl)acetyl-CoA; major species at pH 7.3. It is a conjugate base of a 2-(1,2-epoxy-1,2-dihydrophenyl)acetyl-CoA. CC(C)(COP(=O)([O-])OP(=O)([O-])OC[C@@H]1[C@H]([C@H]([C@@H](O1)N2C=NC3=C(N=CN=C32)N)O)OP(=O)([O-])[O-])[C@H](C(=O)NCCC(=O)NCCSC(=O)CC45C=CC=CC4O5)O